5-{4-[(5-chloro-3-ethyl-8-fluoro-2,4-dioxo-1H-quinazolin-7-yl)methyl]piperazin-1-yl}-N,6-dimethylpyridine-2-carboxamide ClC1=C2C(N(C(NC2=C(C(=C1)CN1CCN(CC1)C=1C=CC(=NC1C)C(=O)NC)F)=O)CC)=O